NC1=CC=C(C=N1)N1CCC(CC1)[C@H](C)O (S)-1-(1-(6-aminopyridin-3-yl)piperidin-4-yl)ethan-1-ol